naphth-2-ylmethylcarbamate C1=C(C=CC2=CC=CC=C12)CNC([O-])=O